Dinatrium hydrogencarbonat C(O)([O-])=O.[Na+].[Na+].C(O)([O-])=O